C[O-].C[O-].C[O-].C(=CC)[Sn+3] 1-propenyl-tin tri(methoxide)